C12CN(CC(CC1)N2)C=2SC1=C(N2)C=CC(=C1)C(=O)NC1CCC(CC1)(F)F 2-(3,8-diazabicyclo[3.2.1]octan-3-yl)-N-(4,4-difluorocyclohexyl)-benzo[d]thiazole-6-carboxamide